((2R,3S,4R,5R)-5-cyano-3,4-dihydroxy-5-(4-octanamidopyrrolo[2,1-f][1,2,4]triazin-7-yl)tetrahydrofuran-2-yl)methyl isobutyrate C(C(C)C)(=O)OC[C@H]1O[C@]([C@@H]([C@@H]1O)O)(C1=CC=C2C(=NC=NN21)NC(CCCCCCC)=O)C#N